C1(CC1)C1=NC(=CC=N1)C(F)(F)F 2-cyclopropyl-6-(trifluoromethyl)pyrimidine